(S)-N-(1-((3-chloro-4-(3,5-dimethylpyridin-4-yl)phenyl)amino)-1-oxo-3,3-diphenylpropan-2-yl)-1-methyl-1H-pyrazole-5-carboxamide ClC=1C=C(C=CC1C1=C(C=NC=C1C)C)NC([C@H](C(C1=CC=CC=C1)C1=CC=CC=C1)NC(=O)C1=CC=NN1C)=O